3-bromo-6-tert-butylsulfanyl-imidazo[1,2-a]pyridine BrC1=CN=C2N1C=C(C=C2)SC(C)(C)C